[I-].C(C)(C)(C)C1=CC=C(CN)C=C1 4-t-butylbenzyl-amine iodide